C1(CC1)C(=O)N1C2CN(CC1CC2)C2=C1C(=NC=C2)NC(=C1)C=1C=NN(C1)C(F)F Cyclopropyl(3-(2-(1-(difluoromethyl)-1H-pyrazol-4-yl)-1H-pyrrolo[2,3-b]pyridin-4-yl)-3,8-diazabicyclo[3.2.1]octan-8-yl)methanone